sodium zirconium silver hydrogen phosphate salt P(=O)(O)([O-])[O-].[Ag+].[Zr+4].[Na+].P(=O)(O)([O-])[O-].P(=O)(O)([O-])[O-]